C(C)(=O)N1[C@@H](CCC1)C(=O)N[C@H](C(=O)NC=1C(N(C=CC1)CC(=O)NC1C2CC3CC(CC1C3)C2)=O)CCC(C(=O)NC)=O (S)-2-((S)-1-acetylpyrrolidine-2-carboxamido)-N1-(1-(2-(2-adamantylamino)-2-oxoethyl)-2-oxo-1,2-dihydropyridin-3-yl)-N6-methyl-5-oxohexanediamide